C(C)(C)(C)C1=CC=C(C=C1)C(C1CO1)OC(C1CO1)C1=CC=C(C=C1)C(C)(C)C p-tert.Butylphenylglycidylether